C=CC(C(CCCCC)O)O 3,4-nonenediol